C1(CC1)C(=O)N1[C@H]([C@H]([C@H](C1)F)NS(=O)(=O)C)CC=1C(=C(C=CC1)C1=C(C=CC(=C1)F)F)F N-{(2S,3R,4S)-1-(cyclopropanecarbonyl)-4-fluoro-2-[(2,2',5'-trifluoro[1,1'-biphenyl]-3-yl)methyl]pyrrolidin-3-yl}methane-sulfonamide